3-acetamido-3-(4-nitrophenyl)propionic acid C(C)(=O)NC(CC(=O)O)C1=CC=C(C=C1)[N+](=O)[O-]